(R)-5-(2,4-dioxoimidazolidin-1-yl)-N-(1-(4-fluoro-3-hydroxyphenyl)ethyl)pentane-1-sulfonamide O=C1N(CC(N1)=O)CCCCCS(=O)(=O)N[C@H](C)C1=CC(=C(C=C1)F)O